(R)-1-(4-(2-(4-(3,10-dibromo-8-chloro-6,11-dihydro-5H-benzo[5,6]cyclohepta[1,2-b]pyridin-11-yl)piperidin-1-yl)-2-oxoethyl)piperidin-1-yl)-3-hydroxypropan-1-one BrC=1C=C2C(=NC1)[C@@H](C1=C(CC2)C=C(C=C1Br)Cl)C1CCN(CC1)C(CC1CCN(CC1)C(CCO)=O)=O